C(C)OC=1C=NN(C1)C=1C2=C(N=C(N1)SC)CN(C2=O)[C@H]2[C@H](CCCC2)O 4-(4-ethoxy-1H-pyrazol-1-yl)-6-((1R,2S)-2-hydroxycyclohexyl)-2-(methylthio)-6,7-dihydro-5H-pyrrolo[3,4-d]pyrimidin-5-one